9,9-dimethyl-N-(naphthalen-1-yl)-9H-fluoren-2-amine CC1(C2=CC=CC=C2C=2C=CC(=CC12)NC1=CC=CC2=CC=CC=C12)C